(Z)-3-(4-((3-(2-cyclopropyl-6-(trifluoromethyl)pyridin-4-yl)-1H-1,2,4-triazole-1-yl)methylene)-3-methyl-2,5-dioxoimidazolin-1-yl)propionic acid C1(CC1)C1=NC(=CC(=C1)C1=NN(C=N1)\C=C\1/N(C(N(C1=O)CCC(=O)O)=O)C)C(F)(F)F